6-[(Cyclopropylamino)sulfonyl]-1-(1-methylethyl)-1H-indazole-4-carboxylic acid C1(CC1)NS(=O)(=O)C=1C=C(C=2C=NN(C2C1)C(C)C)C(=O)O